C(C)NC(NC1=CC(=NC=N1)CN1CCN(CC1)C=1C=CC(=NC1C)C(=O)NC)=O 5-(4-((6-(3-ethylureido)pyrimidin-4-yl)methyl)piperazin-1-yl)-N,6-dimethylpicolinamide